C(C1=CC=CC=C1)OC1=C(C(=C2C=CC(=CC2=C1)NC(C(=O)O)=O)F)N1S(NC(C1)=O)(=O)=O 2-[[7-benzyloxy-5-fluoro-6-(1,1,4-trioxo-1,2,5-thiadiazolidin-2-yl)-2-naphthyl]amino]-2-oxo-acetic acid